3-[(5R)-2-oxo-5-(trifluoromethyl)pyrrolidin-3-yl]propionamide O=C1N[C@H](CC1CCC(=O)N)C(F)(F)F